4-chloro-N-((S)-chroman-4-yl)-7-fluoro-8-(2,3,5-trifluorophenyl)quinoline-3-carboxamide ClC1=C(C=NC2=C(C(=CC=C12)F)C1=C(C(=CC(=C1)F)F)F)C(=O)N[C@H]1CCOC2=CC=CC=C12